BrC=1C=C(C=CC1)NC(=O)NCC1=CC(=CC=C1)OC 1-(3-bromophenyl)-3-(3-methoxybenzyl)urea